CC(C(=O)O)CCCC1SCC2NC(NC21)=O 2-methyl-5-(2-oxohexahydro-1H-thieno[3,4-d]imidazol-4-yl)pentanoic acid